C(C1=CC=CC=C1)OCCN(CCCCCC(=O)O)C(=O)OC(C)(C)C 6-((2-(Benzyloxy)ethyl)(tert-butyloxycarbonyl)amino)hexanoic acid